2-(2,6-Dioxopiperidin-3-yl)-5-(3-hydroxyprop-1-ynyl)isoindoline-1,3-dione O=C1NC(CCC1N1C(C2=CC=C(C=C2C1=O)C#CCO)=O)=O